(2-((5-bromo-2-((2-cyclobutoxy-5-(1-methyl-1H-pyrazol-4-yl)-4-(4-(piperazin-1-yl)piperidin-1-yl)phenyl)amino)pyrimidin-4-yl)amino)naphthalen-1-yl)dimethylphosphine oxide hydrochloride Cl.BrC=1C(=NC(=NC1)NC1=C(C=C(C(=C1)C=1C=NN(C1)C)N1CCC(CC1)N1CCNCC1)OC1CCC1)NC1=C(C2=CC=CC=C2C=C1)P(C)(C)=O